C(CCCCCCCC)OC(CCCCCCC(C)O)OCCCCCCCCC 9,9-dinonyloxy-2-nonanol